C1(=C2N(C=N1)CCC2)C(C(NC2=NC=CC=C2)=O)N2CC1=C(C=C(C=C1C2=O)C2=CC=C(C=C2)N2CC1(CN(C1)C(=O)OC(C)(C)C)C2)F tert-Butyl 6-[4-[2-[1-(6,7-dihydro-5H-pyrrolo[1,2-c]imidazol-1-yl)-2-oxo-2-(2-pyridylamino)ethyl]-7-fluoro-3-oxo-isoindolin-5-yl]phenyl]-2,6-diazaspiro[3.3]heptane-2-carboxylate